F[C@@H]1C[C@@]2(CCCN2C1)COC1=NC2=C(C(=CC=C2C(=N1)N1C[C@H]2CC[C@@H](CC1)N2)C2=CC(=CC1=CC=CC(=C21)F)O)F 4-(2-{[(2R,7aS)-2-fluoro-hexahydro-1H-pyrrolizin-7a-yl]methoxy}-4-[(1R,6S)-3,9-diazabicyclo[4.2.1]nonan-3-yl]-8-fluoroquinazolin-7-yl)-5-fluoronaphthalen-2-ol